ClC=1C=NN(C1C1=NN2C(N(C(CC2)=O)CC2=CC(=C(C=C2)C=2N(C=C(N2)C(F)(F)F)CC)F)=C1)[C@H](COC)C (S)-2-(4-chloro-1-(1-methoxypropan-2-yl)-1H-pyrazol-5-yl)-4-(4-(1-ethyl-4-(trifluoromethyl)-1H-imidazol-2-yl)-3-fluorobenzyl)-6,7-dihydropyrazolo[1,5-a]pyrimidin-5(4H)-one